(4-methyl-oxazol-2-yl)methylamine HCl Cl.CC=1N=C(OC1)CN